The molecule is a diterpene alkaloid with formula C22H35NO6, originally isolated from Aconitum carmichaeli. It has a role as a plant metabolite. It is a bridged compound, a diterpene alkaloid, an organic heteropolycyclic compound, a polyether, a secondary alcohol, a tertiary alcohol, a tetrol and a secondary amino compound. It derives from a hydride of an aconitane. COC[C@@]12CC[C@@H]([C@@]34[C@@H]1[C@H]([C@@H](C3NC2)[C@]5(C[C@@H]([C@H]6C[C@@H]4[C@@H]5[C@H]6O)OC)O)O)OC